[C@H]1(C[C@H](O)[C@H](O1)CO)N1C(=NC(C=2NC=NC12)=O)NC=CC=O 3-(2-deoxy-α-D-erythro-pentofuranosyl)N2-oxopropenyl-guanine